6-(1,3-dihydro-isobenzofuran-5-yl)-4-(trifluoromethyl)phthalic anhydride C1OCC2=CC(=CC=C12)C=1C=C(C=C2C1C(=O)OC2=O)C(F)(F)F